FC(C(=O)O)(F)F.C(#N)CC(N1N=CC(=C1)C=1C2=C(N=CN1)NC=C2)C2=CC=C(S2)C#N 5-{2-cyano-1-[4-(7H-pyrrolo-[2,3-d]pyrimidin-4-yl)-1H-pyrazol-1-yl]ethyl}thiophene-2-carbonitrile trifluoroacetate